7-benzyl 5-(tert-butyl) (R or S)-2-(4-bromophenyl)-3,4,5a,6,8,9-hexahydro-2H-1,2,5,7-tetraazabenzo[cd]azulene-5,7-dicarboxylate BrC1=CC=C(C=C1)N1N=C2CCN(C[C@H]3C2=C1CCN3C(=O)OC(C)(C)C)C(=O)OCC3=CC=CC=C3 |o1:14|